C1(=CC=C(C=C1)C[C@H](C[C@H](C(=O)O)C)NC(=O)OC(C)(C)C)C1=CC=CC=C1 (2R,4S)-5-biphenyl-4-yl-4-tert-butoxycarbonylamino-2-methylvaleric acid